C1(=CC=CC2=CC=CC=C12)C1=C(C=CC=C1)C1=CC(=CC2=C1N=C(O2)C2=CC=C(C=C2)C=2C=NC=CC2)C2=C(C=CC=C2)C2=CC=CC1=CC=CC=C21 4,6-bis(naphthalen-1-yl-phenyl)-2-{4-(pyrid-3-yl)-phenyl}-benzoxazole